4-((2,4-diaminopyrimidin-5-yl)oxy)-5-isopropylpicolinic acid NC1=NC=C(C(=N1)N)OC1=CC(=NC=C1C(C)C)C(=O)O